C(CCC)(=O)OCC1OCCC1 (tetrahydrofuran-2-yl)methyl butyrate